3-[(E)-2-[3-ethynyl-4-(trifluoromethyl)phenyl]vinyl]azetidine-1-carboxylic acid tert-butyl ester C(C)(C)(C)OC(=O)N1CC(C1)\C=C\C1=CC(=C(C=C1)C(F)(F)F)C#C